BrC=1C=C(C=CC1OC)C(C(S(=O)(=O)C1=CC=CC=C1)(F)F)N 1-(3-bromo-4-methoxyphenyl)-2,2-difluoro-2-(phenylsulfonyl)ethan-1-amine